COC1=CC=C(C=C1)C(OC[C@@H]1[C@H]([C@H]([C@@H](O1)N1C=NC=2C(=O)NC(NC(C(C)C)=O)=NC12)OP(N(C(C)C)C(C)C)OCCC#N)O[Si](C)(C)C(C)(C)C)(C1=CC=CC=C1)C1=CC=C(C=C1)OC 5'-O-[bis(4-methoxyphenyl)(phenyl)methyl]-3'-O-[tert-butyl(dimethyl)silyl]-2'-O-{(2-cyanoethoxy)[di(propan-2-yl)amino]phosphanyl}-N-(2-methylpropanoyl)guanosine